[Si](C)(C)(C(C)(C)C)OCCN1N=C2C=CC(=CC2=C1)C=1OC2=C(C=C(C=C2C(C1C)=O)C)[C@@H](C)OC=1C(=NC(=CC1)Cl)C(=O)NOC 3-[(1R)-1-[2-[2-[2-[tert-Butyl(dimethyl)silyl]oxyethyl]indazol-5-yl]-3,6-dimethyl-4-oxo-chromen-8-yl]ethoxy]-6-chloro-N-methoxy-pyridine-2-carboxamide